C1(CCC1)N1C(C(N(C=C1)CC1=CC(=NO1)C1=CC=C(C=C1)F)=O)=O 1-cyclobutyl-4-((3-(4-fluorophenyl)isoxazol-5-yl)methyl)-1,4-dihydropyrazine-2,3-dione